C(C1=CC=CC=C1)(=O)OCCCCCCCCCCCCCCCCCCCCC heneicosyl benzoate